C[C@@H]1CC[C@H](N(C1)C(C(=O)NC=1C=C(C=NC1)C(=O)N)=O)C=1C=NNC1 5-[[2-[(2S,5R)-5-methyl-2-(1H-pyrazol-4-yl)-1-piperidyl]-2-oxo-acetyl]amino]pyridine-3-carboxamide